(6-(6'-chlorospiro[cyclopropane-1,3'-pyrrolo[3,2-c]pyridin]-1'(2'H)-yl)-2-(1,1-difluoroethyl)pyrimidin-4-yl)methanol ClC1=CC2=C(C=N1)C1(CN2C2=CC(=NC(=N2)C(C)(F)F)CO)CC1